2-[(4-cyclopropyl-7-methoxypyrrolo[2,3-c]pyridin-1-yl)methoxy]ethyl-trimethylsilane C1(CC1)C1=C2C(=C(N=C1)OC)N(C=C2)COCC[Si](C)(C)C